NC1=C2C(=NC=N1)N(N=C2C2=CC=C(C=C2)NC(=O)C=2C(N(N=C(C2)C(C)C)C2=NC=C(C=C2)C)=O)CCS(=O)(=O)C N-(4-(4-Amino-1-(2-(methylsulfonyl)ethyl)-1H-pyrazolo[3,4-d]pyrimidin-3-yl)phenyl)-6-Isopropyl-2-(5-methylpyridin-2-yl)-3-oxo-2,3-dihydropyridazine-4-carboxamide